2-(1-(2,2,2-trifluoroethyl)piperidin-3-yl)pyridin-4-amine FC(CN1CC(CCC1)C1=NC=CC(=C1)N)(F)F